(2S,4S)-1-tert-butyl 2-methyl 4-aminopyrrolidine-1,2-dicarboxylate N[C@H]1C[C@H](N(C1)C(=O)OC(C)(C)C)C(=O)OC